ClC1=C(C=CC(=C1)Cl)N1C[C@@H](CC1)C(=O)N[C@@H]([C@H](O)C1=CC2=C(OCCO2)C=C1)CN1CCCC1 (R)-1-(2,4-dichlorophenyl)-N-((1R,2R)-1-(2,3-dihydrobenzo[b][1,4]dioxin-6-yl)-1-hydroxy-3-(pyrrolidin-1-yl)propan-2-yl)pyrrolidine-3-carboxamide